3-(5-nitro-2-phenyl-4-pyridinyl)-2-oxo-propionic acid ethyl ester C(C)OC(C(CC1=CC(=NC=C1[N+](=O)[O-])C1=CC=CC=C1)=O)=O